ClC=1C=C(C=CC1)C1CN(CC1)C(=O)C1=CC(=NN1)C1=CC=NC=C1 [3-(3-chlorophenyl)pyrrolidin-1-yl]-[3-(4-pyridyl)-1H-pyrazol-5-yl]methanone